C(C(=O)O)(=O)O.C1(CCCCC1)CN(CCN1C2CC(CC1CC2)C=2C=C(C(=O)N)C=CC2)C([C@H](CO)O)=O 3-endo-(8-{2-[cyclohexylmethyl-((S)-2,3-dihydroxy-propionyl)amino]ethyl}-8-azabicyclo[3.2.1]oct-3-yl)benzamide oxalate